BrC=1C=C(C=CC1OCC)[C@@H](C)N[S@@](=O)C(C)(C)C (S)-N-[(1R)-1-(3-bromo-4-ethoxy-phenyl)ethyl]-2-methyl-propane-2-sulfinamide